(S)-2-(3-(6-amino-5-(2-(pyrrolidin-2-yl)vinyl)pyrimidin-4-yl)-5-fluoro-2-methylphenyl)-7,7-dimethyl-3,4,7,8-tetrahydro-2H-cyclopenta[4,5]pyrrolo[1,2-a]pyrazin-1(6H)-one hydrochloride Cl.NC1=C(C(=NC=N1)C=1C(=C(C=C(C1)F)N1C(C=2N(CC1)C1=C(C2)CC(C1)(C)C)=O)C)C=C[C@H]1NCCC1